1-[3-acetyl-6-[5-[(5-methyl-2-pyridinyl)amino]benzimidazol-1-yl]-2-pyridinyl]-5-methyl-pyrazole-3-carbonitrile C(C)(=O)C=1C(=NC(=CC1)N1C=NC2=C1C=CC(=C2)NC2=NC=C(C=C2)C)N2N=C(C=C2C)C#N